BrC=1C=CC2=C(N=C(S2)C2=C(SC=3CN(CCC32)C(=O)OC(C)(C)C)NC(C=C)=O)C1 tert-butyl 3-(5-bromo-1,3-benzothiazol-2-yl)-2-(prop-2-enoylamino)-5,7-dihydro-4H-thieno[2,3-c]pyridine-6-carboxylate